C(N)(=O)C1N(CCC1)CC=1N=NN(C1)CCCOC=1C(=C(C=CC1)C1=C(C(=CC=C1)COC1=CC(=C(CN2C(CCC2)C(=O)N)C=C1Cl)OC)C)C 1-(4-((3'-(3-(4-((2-carbamoylpyrrolidin-1-yl)methyl)-1H-1,2,3-triazol-1-yl)propoxy)-2,2'-dimethyl-[1,1'-biphenyl]-3-yl)methoxy)-5-chloro-2-methoxybenzyl)pyrrolidine-2-carboxamide